phenethylamine lead [Pb].C(CC1=CC=CC=C1)N